COC(=O)C1=C(SC=C1C)NC(C)C (isopropylamino)-4-methylthiophene-3-carboxylic acid methyl ester